(1S,3S)-3-((3-cyclopropyl-5-(5-(hydroxymethyl)-1-methyl-1H-1,2,3-triazol-4-yl)pyrazine-2-yl)oxy)cyclohexane-1-carboxylic acid methyl ester COC(=O)[C@@H]1C[C@H](CCC1)OC1=NC=C(N=C1C1CC1)C=1N=NN(C1CO)C